1,3-bis(2,6-diisopropylphenyl)imidazoline C(C)(C)C1=C(C(=CC=C1)C(C)C)N1CN(CC1)C1=C(C=CC=C1C(C)C)C(C)C